C1(CC1)C1=C(C(=NO1)C1=C(C=CC=C1Cl)Cl)CO[C@H]1[C@@H]2C(N([C@H](C1)C2)C2=C(C=C(C=C2)CCC(=O)O)F)=O 3-[4-[(1S,4R,5R)-5-[[5-cyclopropyl-3-(2,6-dichlorophenyl)-1,2-oxazol-4-yl]methoxy]-3-oxo-2-azabicyclo[2.2.1]heptan-2-yl]-3-fluorophenyl]propanoic acid